(1R,2R)-2-[3-(benzyloxy)-2-(1,3-dioxolan-2-yl)phenyl]cyclopropane-1-carboxylic acid C(C1=CC=CC=C1)OC=1C(=C(C=CC1)[C@H]1[C@@H](C1)C(=O)O)C1OCCO1